(S)-1-(5-fluoropyridin-2-yl)-3-methylpiperazine hydrochloride Cl.FC=1C=CC(=NC1)N1C[C@@H](NCC1)C